4-(2-methoxy-2-methylpropyl)-6-(1H-pyrazol-5-yl)thieno[3,2-d]Pyrimidine-2,4-diamine COC(CC1(C2=C(N=C(N1)N)C=C(S2)C2=CC=NN2)N)(C)C